N-(pyridin-4-ylmethyl)-4-(pyrrolidin-1-yl)benzenesulfonamide N1=CC=C(C=C1)CNS(=O)(=O)C1=CC=C(C=C1)N1CCCC1